4-[(1S,3S)-2,2-dimethyl-3-(3-methyl-1,2,4-oxadiazol-5-yl)cyclopropyl]benzenesulfonamide CC1([C@H]([C@@H]1C1=NC(=NO1)C)C1=CC=C(C=C1)S(=O)(=O)N)C